CN1CC[C@@H](C1)O (S)-(+)-1-methyl-3-pyrrolidinol